propane trioleate C(CCCCCCC\C=C/CCCCCCCC)(=O)O.C(CCCCCCC\C=C/CCCCCCCC)(=O)O.C(CCCCCCC\C=C/CCCCCCCC)(=O)O.CCC